C1(CC1)N1C(=NC2=C1C=C(C=C2)OC)C=2C=NC=NC2 1-Cyclopropyl-6-methoxy-2-(pyrimidin-5-yl)-1H-benzo[d]imidazol